4-(methanesulfonyl)benzoyl chloride CS(=O)(=O)C1=CC=C(C(=O)Cl)C=C1